1,1,18,18-tetramethyl-1,18-disilyloctadecane CC(CCCCCCCCCCCCCCCCC([SiH3])(C)C)([SiH3])C